NC(C(=O)O)CC1=CC(=C(C(=C1)C)O)C 2-amino-3-(4-hydroxy-3,5-dimethylphenyl)propanoic acid